2-(4-methylpiperazin-1-yl)-N-(4-((4-pentylphenyl)amino)benzyl)acetamide CN1CCN(CC1)CC(=O)NCC1=CC=C(C=C1)NC1=CC=C(C=C1)CCCCC